1-methyl-4-[3-methyl-4-(5-methyl-1,3-benzoxazol-2-yl)piperidin-1-yl]-2-oxo-1,2-dihydroquinoline-3-carbonitrile CN1C(C(=C(C2=CC=CC=C12)N1CC(C(CC1)C=1OC2=C(N1)C=C(C=C2)C)C)C#N)=O